F[P-](F)(F)(F)(F)F.[Ir+3].N1=CC=CC2=CC=C3C=CC=NC3=C12.F[P-](F)(F)(F)(F)F.F[P-](F)(F)(F)(F)F (1,10-phenanthroline) iridium hexafluorophosphate